3-(N,N-dimethylamino)propyl-N-ethylcarbodiimide CN(C)CCCN=C=NCC